4'-{[(3-trans)-3-methyl-1-{[4-(propan-2-yl)phenyl]carbamoyl}-DL-prolyl]amino}[1,1'-biphenyl]-4-carboxylic acid CC1[C@H](N(CC1)C(NC1=CC=C(C=C1)C(C)C)=O)C(=O)NC1=CC=C(C=C1)C1=CC=C(C=C1)C(=O)O |r|